3-hydroxy-2-(hydroxymethyl)propyl dodecanoate C(CCCCCCCCCCC)(=O)OCC(CO)CO